N-(5,6-difluoro-1H-indol-3-yl)-1-phenylcyclopropane-1-sulfonamide FC=1C=C2C(=CNC2=CC1F)NS(=O)(=O)C1(CC1)C1=CC=CC=C1